3,9-di(naphthalen-2-yl)perylene C1=C(C=CC2=CC=CC=C12)C=1C=CC=2C=3C=CC=C4C(=CC=C(C5=CC=CC1C52)C43)C4=CC3=CC=CC=C3C=C4